N-[2-(4-isopropylpiperazin-1-yl)-2-methyl-propyl]-6-[3-(6-methyl-2-pyridyl)-1H-pyrazol-4-yl]-1,5-naphthyridin-3-amine C(C)(C)N1CCN(CC1)C(CNC=1C=NC2=CC=C(N=C2C1)C=1C(=NNC1)C1=NC(=CC=C1)C)(C)C